C1=CC=C(C=C1)NC2=CC=C(C=C2)N3C(=O)C=CC3=O N-(4-anilinophenyl)maleimide